CN1CCN(CC1)C1CCN(CC1)C=1C=NC2=CC=C(C=C2C1)C1=C(N=C2N1C=CC=C2)C2=NC(=CC=C2)C 3-[4-(4-methylpiperazin-1-yl)-1-piperidyl]-6-[2-(6-methyl-2-pyridyl)imidazo[1,2-a]pyridin-3-yl]quinoline